(7S)-7-tert-butyl-N-[(1R)-3-(4-hydroxypiperidin-1-ium-1-yl)-1-[4-(1-oxidopyridazin-1-ium-4-yl)phenyl]propyl]-5,6,7,8-tetrahydrothiazolo[5,4-b]quinoline-2-carboxamide C(C)(C)(C)[C@@H]1CC=2C=C3C(=NC2CC1)SC(=N3)C(=O)N[C@H](CC[NH+]3CCC(CC3)O)C3=CC=C(C=C3)C3=CN=[N+](C=C3)[O-]